C(CCCCCCC\C=C/C\C=C/CCCCC)(=O)OCCCCCCCCCCCCCCCCCCCCCCCO 23-hydroxytricosyl linoleate